ClC1=C(C=CC=C1)C1=NCC2=NN=C(N2C=2SC=3CC(CC3C12)C(=O)OC)C1CC1 methyl 9-(2-chlorophenyl)-3-cyclopropyl-16-thia-2,4,5,8-tetraazatetracyclo[8.6.0.02,6.011,15]hexadeca-1(10),3,5,8,11(15)-pentaene-13-carboxylate